[Sn].[Mn] manganese tin